C1(=C(NC(=O)NC1=O)O)O The molecule is a nucleobase analogue that is uracil substituted at positions 5 and 6 by hydroxy groups. It has a role as a Mycoplasma genitalium metabolite. It is a pyrimidone, a nucleobase analogue and a hydroxypyrimidine. It derives from a uracil.